N[C@@H]1CN(C[C@@H]1OC)C=1C=C2CN3[C@@H](C2=CC1)CN(C[C@H]3C)C3=C1C=CC=NC1=C(C=C3)C#N 5-[(4R,10bS)-8-[cis-3-amino-4-methoxy-pyrrolidin-1-yl]-4-methyl-3,4,6,10b-tetrahydro-1H-pyrazino[2,1-a]isoindol-2-yl]quinoline-8-carbonitrile